C(C)(C)C1=CNC2=CC=C(C=C12)C1CCNCC1 3-isopropyl-5-(piperidin-4-yl)-1H-indole